2-(3,5-dichlorophenoxy)-1-(2-(5-(trifluoromethyl)-1,2,4-oxadiazol-3-yl)-6,7-dihydrothieno[3,2-c]pyridin-5(4H)-yl)ethan-1-one ClC=1C=C(OCC(=O)N2CC3=C(CC2)SC(=C3)C3=NOC(=N3)C(F)(F)F)C=C(C1)Cl